2-(6-{5-chloro-2-[(oxacyclohex-4-yl)amino]pyrimidin-4-yl}-1-oxo-2,3-dihydro-1H-isoindol-2-yl)-N-(2-phenylbutan-2-yl)acetamide ClC=1C(=NC(=NC1)NC1CCOCC1)C1=CC=C2CN(C(C2=C1)=O)CC(=O)NC(C)(CC)C1=CC=CC=C1